(S)-3-(5-(5-(cyclohexylamino)pyrazolo[1,5-a]pyrimidin-3-yl)-1-oxoisoindolin-2-yl)piperidine-2,6-dione C1(CCCCC1)NC1=NC=2N(C=C1)N=CC2C=2C=C1CN(C(C1=CC2)=O)[C@@H]2C(NC(CC2)=O)=O